(3-Fluoro-5-(1-(6-methoxypyridin-3-yl)-1H-pyrazol-4-yl)benzyl)carbamic acid tert-butyl ester C(C)(C)(C)OC(NCC1=CC(=CC(=C1)C=1C=NN(C1)C=1C=NC(=CC1)OC)F)=O